C(=O)(O)[C@H](CC(=O)C1=CC2=C(S1)C(=C(C=C2F)OC)F)C 2-((S)-3-carboxybutanoyl)-4,7-difluoro-6-methoxybenzo[b]thiophen